C(C)(C)(C)OC(=O)N1C2CCC1C1=CC(=CC=C21)CO.OCC=2C=C1C3CCC(C1=CC2)N3C(=O)OC(C)(C)C tert-Butyl 6-(hydroxymethyl)-1,2,3,4-tetrahydro-1,4-epiminonaphthalene-9-carboxylate tert-Butyl-6-(hydroxymethyl)-1,2,3,4-tetrahydro-1,4-epiminonaphthalene-9-carboxylate